(((4,4-dimethoxypentyl)oxy)methyl)benzene COC(CCCOCC1=CC=CC=C1)(C)OC